N-(4-(2-amino-1-((3,5-dicyano-6-(dimethylamino)-4-ethylpyridin-2-yl)thio)-2-oxoethyl)-2-methylphenyl)-N-methylacrylamide NC(C(SC1=NC(=C(C(=C1C#N)CC)C#N)N(C)C)C1=CC(=C(C=C1)N(C(C=C)=O)C)C)=O